FC(C1=CC=C(C=C1)NC=1C(=NC=CN1)NC1CC(C1)NC(C=C)=O)(F)F N-((1s,3s)-3-((3-((4-(trifluoromethyl)phenyl)amino)pyrazin-2-yl)amino)cyclobutyl)acrylamide